Methyl 4-((5-((((3r,5r,7r)-adamantan-1-yl)methyl)carbamoyl)-1H-indol-1-yl)methyl)-2-bromobenzoate C12(CC3CC(CC(C1)C3)C2)CNC(=O)C=2C=C3C=CN(C3=CC2)CC2=CC(=C(C(=O)OC)C=C2)Br